5-(4-chlorobutyl)-1-cyclohexyl-tetrazole ClCCCCC1=NN=NN1C1CCCCC1